3-(4-(3,6-diazabicyclo[3.1.1]heptane-3-yl)-5,7-difluoro-1-oxoisoindoline-2-yl)piperidine C12CN(CC(N1)C2)C2=C1CN(C(C1=C(C=C2F)F)=O)C2CNCCC2